3-ethynyl-3-hydroxypyrrolidine-1-carboxylic acid tert-butyl ester C(C)(C)(C)OC(=O)N1CC(CC1)(O)C#C